15-chloro-21,23-difluoro-16-methoxy-8,11-dioxa-18λ6-thia-19-azatetracyclo[18.3.1.113,17.02,7]pentacosa-1(24),2(7),3,5,13(25),14,16,20,22-nonaene 18,18-dioxide ClC1=CC=2COCCOC=3C=CC=CC3C=3C(=CC(=C(NS(C(=C1OC)C2)(=O)=O)C3)F)F